hydroxyethyl-3-vinylimidazole bromide salt [Br-].OCCC1=NC=CN1C=C